S1C(=NC2=C1C=CC=C2)CN2CCN(CC2)C2=C(C(=O)OC)C=CC(=C2)C=C(C)C methyl 2-(4-(benzo[d]thiazol-2-ylmethyl)piperazin-1-yl)-4-(2-methylprop-1-en-1-yl)benzoate